N-(triphenylphosphoranylidene)aniline C1(=CC=CC=C1)P(=NC1=CC=CC=C1)(C1=CC=CC=C1)C1=CC=CC=C1